C1(CC1)C=1C(=C2C(=NC1C(F)(F)F)CCC2)NC(=O)N=[S@](=O)(N)C=2SC(=CC2F)C(C)(C)O |o1:20| (R) or (S)-N'-((3-cyclopropyl-2-(trifluoromethyl)-6,7-dihydro-5H-cyclopenta[b]pyridin-4-yl)carbamoyl)-3-fluoro-5-(2-hydroxypropan-2-yl)thiophene-2-sulfonimidamide